2-(2-benzyloxyphenyl)-5-bromopyridine C(C1=CC=CC=C1)OC1=C(C=CC=C1)C1=NC=C(C=C1)Br